FC=1C(=NC(=NC1)NC1CCN(CC1)C(=O)OC1CCC(CC1)C=O)C1=CC(=CC=C1)N1C(C=CC=C1)=O (4-formylcyclohexyl) 4-[[5-fluoro-4-[3-(2-oxo-1-pyridyl)phenyl]pyrimidin-2-yl]amino]piperidine-1-carboxylate